BrC=1SC(=CN1)C(=O)N(C)OC Bromo-N-Methoxy-N-Methylthiazole-5-Carboxamide